CC(CC1=NN=C(O1)C1=CC=C(C=C1)C1CN(C1)C(=O)N1C[C@@H]2[C@@H](OCC(N2)=O)CC1)(C)C (4aR,8aS)-6-[3-[4-[5-(2,2-dimethylpropyl)-1,3,4-oxadiazol-2-yl]phenyl]azetidine-1-carbonyl]-4,4a,5,7,8,8a-hexahydropyrido[4,3-b][1,4]oxazin-3-one